phenethyl-1H-benzo[d]Imidazole-4-carboxamide C(CC1=CC=CC=C1)N1C=NC2=C1C=CC=C2C(=O)N